2-bromo-7-(1-chloro-2-methoxy-ethyl)-12-oxa-3-thia-6-azatricyclo[6.4.1.04,13]Tridec-1,4(13),7-trien-5-one BrC1=C2OCCCC3=C(NC(C(S1)=C23)=O)C(COC)Cl